(R)-4-((4-((4-(3-(dimethylamino)pyrrolidin-1-yl)-2-(dimethylphosphoryl)phenyl)amino)-Benzyl 5-(trifluoromethyl)pyrimidin-2-yl)amino)benzoate CN([C@H]1CN(CC1)C1=CC(=C(C=C1)NC1=CC=C(CC2=NC(=NC=C2C(F)(F)F)NC2=CC=C(C(=O)[O-])C=C2)C=C1)P(=O)(C)C)C